(1-(8-fluoro-7-(8-fluoronaphthalen-1-yl)-2-((tetrahydro-1H-pyrrolizin-7a(5H)-yl)methoxy)pyrido[4,3-d]pyrimidin-4-yl)piperidin-4-yl)(3-methyl-1H-pyrazol-1-yl)methanone FC1=C(N=CC2=C1N=C(N=C2N2CCC(CC2)C(=O)N2N=C(C=C2)C)OCC21CCCN1CCC2)C2=CC=CC1=CC=CC(=C21)F